FC(C(=O)O)(F)F.FC=1C=C(C=C(C1)F)C1CC=NN1C1NC[C@H]2[C@@H]1CC(C2)C=O ((5-(3,5-difluorophenyl)-4,5-dihydro-1H-pyrazol-1-yl)(3aR,6aS)-octahydrocyclopenta[c]pyrrol-5-yl)methanone trifluoroacetate